1-methyl-6-(((3,5,6-trifluoropyridine-2-yl)oxy)methyl)-1H-indazole CN1N=CC2=CC=C(C=C12)COC1=NC(=C(C=C1F)F)F